2-(3-acetyl-5-bromo-1H-indazol-1-yl)-N-(2-((3-chloro-2-fluorobenzyl)amino)-2-oxoethyl)-N-cyclopropylacetamide C(C)(=O)C1=NN(C2=CC=C(C=C12)Br)CC(=O)N(C1CC1)CC(=O)NCC1=C(C(=CC=C1)Cl)F